CC=1N=C2N(N=C(C=C2C)C=2N=C3N(C(C2)=O)C=C(C=C3)N3C[C@@H](NCC3)C)C1 (S)-2-(2,8-Dimethylimidazo[1,2-b]pyridazin-6-yl)-7-(3-methylpiperazin-1-yl)-4H-pyrido[1,2-a]pyrimidin-4-on